(S)-1-(4-(4-methoxyphenyl)cyclohexyl)heptan-1-ol COC1=CC=C(C=C1)C1CCC(CC1)[C@H](CCCCCC)O